[C@@H](C)(CC)OC1=CC=C2C(C=COC2=C1)=O |r| racemic-7-sec-butoxychromone